tert-butyl bicyclo[4.2.0]oct-1(6),2,4-trien-2-ylcarbamate C1=2C(=CC=CC2CC1)NC(OC(C)(C)C)=O